ClC1=C(C(=CC(=C1)Cl)Cl)C1CC(=NO1)C=1N=C(SC1)C1CCN(CC1)C(COC1=NC=C(C=N1)C(F)(F)F)=O 1-(4-(4-(5-(2,4,6-trichlorophenyl)-4,5-dihydroisoxazol-3-yl)thiazol-2-yl)piperidin-1-yl)-2-((5-(trifluoromethyl)pyrimidin-2-yl)oxy)ethan-1-one